2-(6-CYCLOPROPYLPYRIDIN-3-YL)-4-METHYL-6-(4-(1-PHENYLETHYL)PIPERAZIN-1-YL)PYRIMIDINE C1(CC1)C1=CC=C(C=N1)C1=NC(=CC(=N1)C)N1CCN(CC1)C(C)C1=CC=CC=C1